BrC1=CC(=CC=C1)C(F)F 1-Bromo-3-(difluoromethyl)benzene